ClC1=C(C=CC=C1)C(C1=NN=C2C=3N(C[C@@H](N21)COC)C=C(N3)C3=NC(=NC=C3C)NC3=CC=NN3C)(F)F (R)-4-(3-((2-chlorophenyl)difluoromethyl)-5-(methoxymethyl)-5,6-dihydroimidazo[1,2-a][1,2,4]triazolo[3,4-c]pyrazin-9-yl)-5-methyl-N-(1-methyl-1H-pyrazol-5-yl)pyrimidin-2-amine